5-(2-chloropyrimidin-4-yl)-1-(tetrahydro-2H-pyran-4-yl)pyridin-2(1H)-one ClC1=NC=CC(=N1)C=1C=CC(N(C1)C1CCOCC1)=O